(2-fluoro-5-hydroxyphenyl)(6-[4-methyl-3-(o-tolyl)-1-pyrazolyl]-2-aza-2-spiro[3.3]heptyl)methanone FC1=C(C=C(C=C1)O)C(=O)N1CC2(C1)CC(C2)N2N=C(C(=C2)C)C2=C(C=CC=C2)C